C(C)OC(=O)N(NC(=O)OCC)C1=C(C=C(C=C1C)O)C 1-(4-hydroxy-2,6-dimethylphenyl)hydrazine-1,2-dicarboxylic acid diethyl ester